FC1=C(C=C(C=C1)N1[C@H](CNCC1)C)C=1C=NNC1 (2S)-1-[4-fluoro-3-(1H-pyrazol-4-yl)phenyl]-2-methyl-piperazine